(1S,4S)-4-((5-(1-(2,2-difluoroethyl)-4-fluoro-2-methyl-1H-benzo[d]imidazol-6-yl)-6-fluoro-4-methoxypyrrolo[2,1-f][1,2,4]triazin-2-yl)amino)-1-methylcyclohexan-1-ol FC(CN1C(=NC2=C1C=C(C=C2F)C=2C(=CN1N=C(N=C(C12)OC)NC1CCC(CC1)(O)C)F)C)F